methyl-methylimino-(4-nitrophenyl)-oxo-λ^{6}-sulfane CS(=O)(C1=CC=C(C=C1)[N+](=O)[O-])=NC